C(C)(=O)C=1C=C(C=CC1F)NC(NC=1C=C2C(N(C=NC2=CC1)CC(=O)NC1=C(C=CC=C1)F)=O)=O 2-(6-(3-(3-acetyl-4-fluorophenyl)ureido)-4-oxoquinazolin-3(4H)-yl)-N-(2-fluorophenyl)acetamide